2,5-bis(2-octyl-dodecyl)-3,6-bis(thiophen-2-yl)-2,5-dihydropyrrolo[3,4-c]pyrrole-1,4-dione C(CCCCCCC)C(CN1C(C2=C(N(C(C2=C1C=1SC=CC1)=O)CC(CCCCCCCCCC)CCCCCCCC)C=1SC=CC1)=O)CCCCCCCCCC